Cl.N1CCC(CC1)NC1=NC2=C(C=CC=C2C=C1)C(=O)NC=1C=NC=CC1 (piperidin-4-ylamino)-N-(pyridin-3-yl)quinoline-8-carboxamide hydrochloride